tert-butyl (2S,3S)-2-(3-(4-(cyclohexylmethoxy)-3-(trifluoromethyl)phenyl)-1,2,4-oxadiazol-5-yl)-3-hydroxypyrrolidine-1-carboxylate C1(CCCCC1)COC1=C(C=C(C=C1)C1=NOC(=N1)[C@H]1N(CC[C@@H]1O)C(=O)OC(C)(C)C)C(F)(F)F